1,6-bis(4-amidino-2-bromo-phenoxy)-n-hexane C(N)(=N)C1=CC(=C(OCCCCCCOC2=C(C=C(C=C2)C(N)=N)Br)C=C1)Br